O1CCC2=C1C=C(C=C2)OC2=CC=C(C=C2)C2=CC=CN1C2=NS(CC1)(=O)=O 9-[4-(2,3-dihydro-1-benzofuran-6-yloxy)phenyl]-3,4-dihydropyrido[2,1-c][1,2,4]thiadiazine 2,2-dioxide